2,2-bis[(4-aminophenoxy)phenyl]propane NC1=CC=C(OC2=C(C=CC=C2)C(C)(C)C2=C(C=CC=C2)OC2=CC=C(C=C2)N)C=C1